6-(methylsulfonyl)-1-methyl-4-[4-(5-methyl-1,3-benzoxazol-2-yl)piperidin-1-yl]-2-oxo-1,2-dihydroquinoline-3-carboxamide CS(=O)(=O)C=1C=C2C(=C(C(N(C2=CC1)C)=O)C(=O)N)N1CCC(CC1)C=1OC2=C(N1)C=C(C=C2)C